FC(CN1N=NC2=C1C=C(C=C2)C2=CNC=1N=C(N=C(C12)OC)NC1CCC2(CCO2)CC1)F 5-(1-(2,2-difluoroethyl)-1H-benzo[d][1,2,3]triazol-6-yl)-4-methoxy-N-((4r,7r)-1-oxaspiro[3.5]nonan-7-yl)-7H-pyrrolo[2,3-d]pyrimidin-2-amine